N1=CC=C(C=C1)C12CC(C1)(C2)N2C(CC(CC2)C2=CC(=NN2)C(F)(F)F)=O 1-(3-(Pyridin-4-yl)bicyclo[1.1.1]pentan-1-yl)-4-(3-(trifluoromethyl)-1H-pyrazol-5-yl)piperidin-2-one